6-[1-(2,2-difluoroethyl)-1H-pyrazolo[3,4-b]pyrazin-6-yl]-2-[2-(trifluoromethoxy)benzoyl]-2,6-diazaspiro[3.4]octane FC(CN1N=CC=2C1=NC(=CN2)N2CC1(CN(C1)C(C1=C(C=CC=C1)OC(F)(F)F)=O)CC2)F